CC1=CC=C(C=C1)S(=O)(=O)O.N[C@@H](CCC(=O)OCC1=CC=CC=C1)C(=O)OCC1=CC=CC=C1 bisbenzyl glutamate p-toluenesulfonate